1-(11Z-octadecenoyl)-2-tetradecanoyl-sn-glycero-3-phosphocholine CCCCCCCCCCCCCC(=O)O[C@H](COC(=O)CCCCCCCCC/C=C\CCCCCC)COP(=O)([O-])OCC[N+](C)(C)C